ClC=1C(=CC(=C(C1)NC(OC)=O)C(N[C@H](C(C(=O)NC)=O)C[C@H]1C(N[C@@H](C1)C)=O)=O)F methyl N-[5-chloro-4-fluoro-2-[[(1S)-3-(methylamino)-1-[[(3S,5R)-5-methyl-2-oxo-pyrrolidin-3-yl]methyl]-2,3-dioxo-propyl]carbamoyl]phenyl]carbamate